C(C)(C)(C)OC(=O)N1CCN(CC1)C1=CC=C(C=C1)B(O)O [4-(4-tert-butoxycarbonylpiperazin-1-yl)phenyl]boronic acid